C(C)(C)C1(NC(=NC(=N1)NC1=CC(=NC=C1)C)C1=CC=CC=C1)N 2-isopropyl-N4-(2-methylpyridin-4-yl)-6-phenyl-1,3,5-triazine-2,4-diamine